CC(C)=CC(CCC=C)(O)C 2,4-dimethyloct-2,7-dien-4-ol